O=C1C2=C(C(=NC=C2)CO[Si](C(C)C)(C(C)C)C(C)C)CC12CCN(CC2)C(=O)OC(C)(C)C tert-butyl 5-oxo-1-(triisopropylsilyloxymethyl)spiro[7H-cyclopenta[c]pyridine-6,4'-piperidine]-1'-carboxylate